O[C@@H]1[C@H](N(CC1)C(=O)OC(C)(C)C)C(N(C)OC)=O tert-butyl (2S,3S)-3-hydroxy-2-(methoxy(methyl)carbamoyl)pyrrolidine-1-carboxylate